C1(CC1)N1C=C(C(C2=CC(=C(C(=C12)Cl)N1C[C@@H](CC1)O)F)=O)C(=O)O 1-cyclopropyl-8-chloro-6-fluoro-1,4-dihydro-7-((3R)-3-hydroxypyrrolidinyl)-4-oxo-3-quinolinecarboxylic acid